2-(4-chloro-3-fluorophenoxy)-N-(2-hydroxy-4-{2-[5-(trifluoromethyl)pyridin-2-yl]acetamido}bicyclo[2.2.2]octan-1-yl)acetamide ClC1=C(C=C(OCC(=O)NC23C(CC(CC2)(CC3)NC(CC3=NC=C(C=C3)C(F)(F)F)=O)O)C=C1)F